FC(C1=C(C=C(C=N1)C1=NC(N(C2=C(C=CC=C12)F)C)(C1=CC=CC=C1)C)C)F 4-(6-(difluoromethyl)-5-methylpyridin-3-yl)-8-fluoro-1,2-dimethyl-2-phenyl-1,2-dihydroquinazoline